NC=1C(NC(N(N1)C1=CC(=C(C(=C1)Cl)OC=1C(=C2C3(C(NC2=CC1)=O)CC3)C)Cl)=O)=O 6-amino-2-(3,5-dichloro-4-((4'-methyl-2'-oxospiro[cyclopropane-1,3'-indolin]-5'-yl)oxy)phenyl)-1,2,4-triazine-3,5(2H,4H)-dione